8-(1H-indole-3-yl)-N-(piperidine-3-yl)imidazo[1,2-b]pyridazine-6-amine N1C=C(C2=CC=CC=C12)C=1C=2N(N=C(C1)NC1CNCCC1)C=CN2